(5-Chloro-4-methyl-3-nitropyridin-2-yl)(7-fluoro-1-(tetrahydro-2H-pyran-2-yl)-1H-indazol-4-yl)methanol ClC=1C(=C(C(=NC1)C(O)C1=C2C=NN(C2=C(C=C1)F)C1OCCCC1)[N+](=O)[O-])C